2-[2-(Trifluoromethoxy)ethoxy]acetic acid FC(OCCOCC(=O)O)(F)F